N-(3-((4-(4-fluoro-2-methyl-1H-indol-5-yloxy)-6-methoxyquinazolin-7-yloxy)methyl)cyclobutyl)-3-(trifluoromethyl)-aniline FC1=C2C=C(NC2=CC=C1OC1=NC=NC2=CC(=C(C=C12)OC)OCC1CC(C1)NC1=CC(=CC=C1)C(F)(F)F)C